C(C\C=C/CC)C1(C(CCC1)=O)C(=O)OCC ethyl (Z)-1-(hex-3-en-1-yl)-2-oxocyclopentane-1-carboxylate